C(C)(C)(C)OC(=O)N1CCN(CC1)C=1C(=NC(=CC1)C(NC)=O)C 4-(2-methyl-6-(methylcarbamoyl)pyridin-3-yl)piperazine-1-carboxylic acid tert-butyl ester